C1(CCCCC1)CCOC1=CC=C(C=N1)C1(CCCC1)C(=O)N[C@@H](C)C1=CC=C(C(=O)O)C=C1 4-[(1S)-1-[[1-[6-(2-cyclohexylethoxy)-3-pyridinyl]cyclopentanecarbonyl]amino]ethyl]benzoic acid